(2S,4R)-4-(2-((1R,3R)-3-((2S,3S)-2-(2-(dimethylamino)-2-methylpropanamido)-N,3-dimethylpentanamido)-1-hydroxy-4-methylpentyl)thiazole-4-carboxamido)-2-methyl-5-phenyl-pentanoic acid CN(C(C(=O)N[C@H](C(=O)N(C)[C@H](C[C@@H](O)C=1SC=C(N1)C(=O)N[C@H](C[C@@H](C(=O)O)C)CC1=CC=CC=C1)C(C)C)[C@H](CC)C)(C)C)C